z-isopropyl-dodecahydrocarbazole C(C)(C)C1CCCC2C3CCCCC3NC12